CC1=NN(C(=C1)C)C1=CC(=NC=N1)C[C@@H]1CC[C@H](CC1)C(=O)O trans-4-[[6-(3,5-dimethylpyrazol-1-yl)pyrimidin-4-yl]methyl]cyclohexanecarboxylic acid